C(CCCCCCCCCCC\C=C/CCCCCCCC)(=O)C(C(=O)O)CCCCCCCCCC\C=C/CCCCCCCC Erucoyl-(erucic acid)